N1,N1-dimethyl-N2-(5-(pyridin-2-yl)pyrimidin-2-yl)ethane-1,2-diamine CN(CCNC1=NC=C(C=N1)C1=NC=CC=C1)C